NC1CC(CCC1)NC(=O)C=1C=C(C=NC1OC)C1=CC=C2C(=NNC2=C1)C(=O)NC 6-(5-((3-aminocyclohexyl)carbamoyl)-6-methoxypyridin-3-yl)-N-methyl-1H-indazole-3-carboxamide